(1S,2R,3aR,4S,6aR)-4-((2-amino-3-bromoquinolin-7-yl)methyl)-2-(4-amino-7H-pyrrolo[2,3-d]pyrimidin-7-yl)hexahydropentalene-1,6a(1H)-diol 2,2,2-trifluoroacetate FC(C(=O)O)(F)F.NC1=NC2=CC(=CC=C2C=C1Br)C[C@H]1[C@H]2C[C@H]([C@@H]([C@]2(CC1)O)O)N1C=CC2=C1N=CN=C2N